4-(4-Bromophenyl)piperidine tert-butyl-(S)-(cyclopropylsulfonyl)(7-(4-fluorobenzyl)-2-methyl-2,3-dihydro-1H-pyrido[2,3-b][1,4]oxazin-6-yl)carbamate C(C)(C)(C)N1C2=C(OC[C@@H]1C)N=C(C(=C2)CC2=CC=C(C=C2)F)N(C(O)=O)S(=O)(=O)C2CC2.BrC2=CC=C(C=C2)C2CCNCC2